[I-].CN(C1=CC=C(C=CC2=[N+](C=CC=C2)C)C=C1)C 2-[4-(Dimethylamino)styryl]-1-methylpyridinium iodide